(E)-1-(4-bromostyryl)tetrahydro-1H-thiophen-1-ium triflate [O-]S(=O)(=O)C(F)(F)F.BrC1=CC=C(/C=C/[S+]2CCCC2)C=C1